CC1=C(C(=C(C(=O)O[C@@H]2CC[C@H](CC2)NC(C2=C(C=CC=C2)N)=O)C(=C1)[N+](=O)[O-])C)OC1=C(C(=CC=C1F)N)Cl trans-4-[(2-aminobenzoyl)amino]Cyclohexanol methyl-3-(3-amino-2-chloro-6-fluorophenoxy)-2-methyl-6-nitrobenzoate